4,5-difluoro-2,2-bis(perfluoroethyl)-4,5-bis(trifluoromethyl)-1,3-dioxolane FC1(OC(OC1(C(F)(F)F)F)(C(C(F)(F)F)(F)F)C(C(F)(F)F)(F)F)C(F)(F)F